CON(C(=O)C1(CC1)C(F)(F)F)C N-Methoxy-N-methyl-1-(trifluoromethyl)cyclopropanecarboxamide